(1'-((1H-indazol-7-yl)methyl)-3'-hydroxy-6-oxo-6,8-dihydro-2H,7H-spiro[furo[2,3-e]isoindol-3,4'-piperidin]-7-yl)piperidine-2,6-dione N1N=CC2=CC=CC(=C12)CN1CC(C2(CC1)COC1=C3CN(C(C3=CC=C12)=O)N1C(CCCC1=O)=O)O